FC=1C=2C(N3C(NC2C=CC1)C(CC3)(C)C)=O 8-fluoro-3,3-dimethyl-1,2,3,3a,4,9-hexahydropyrrolo[2,1-b]quinazolin-9-one